CC1=CNC2=NC=C(C=C21)C=2C=C1CCN(CC1=C(C2)[C@H]2NCCC2)C2(CC2)C=O (S)-1-(6-(3-methyl-1H-pyrrolo[2,3-B]pyridin-5-yl)-8-(pyrrolidin-2-yl)-3,4-dihydro-isoquinolin-2(1H)-yl)cyclopropylmethanone